CC1=NN=C2N1C1=CC(=CC=C1C(=N2)NC2=CC=CC=C2)C#CC methyl-N-phenyl-8-(prop-1-yn-1-yl)-[1,2,4]triazolo[4,3-a]quinazolin-5-amine